ClC1=C(OC=2N=NC(=CC2C(=O)NC=2C=NC(=CC2)Cl)C(F)(F)F)C=CC(=C1)F 3-(2-chloro-4-fluoro-phenoxy)-N-(6-chloro-3-pyridyl)-6-(trifluoromethyl)pyridazine-4-carboxamide